methyl 4-(2,6-dimethyl-4-nitrophenoxy)-3-methylthiophene-2-carboxylate CC1=C(OC=2C(=C(SC2)C(=O)OC)C)C(=CC(=C1)[N+](=O)[O-])C